5-(1-(2,2-difluoroethyl)-1H-benzo[d][1,2,3]triazol-6-yl)-N-((3R,4S)-3-fluoro-1-(3-methyloxetan-3-yl)piperidin-4-yl)-4-methoxypyrrolo[2,1-f][1,2,4]triazin-7-d-2-amine FC(CN1N=NC2=C1C=C(C=C2)C=2C=C(N1N=C(N=C(C12)OC)N[C@@H]1[C@@H](CN(CC1)C1(COC1)C)F)[2H])F